C1(=CC=CC=C1)[O-].[Al+3].C1(=CC=CC=C1)[O-].C1(=CC=CC=C1)[O-] aluminum(III) phenolate